(S)-2-(2,6-dichloro-3-(2-(3-chlorophenyl)acetamido)benzamido)-3-(3-(2-hydroxybenzyl)ureido)propanoic acid ClC1=C(C(=O)N[C@H](C(=O)O)CNC(=O)NCC2=C(C=CC=C2)O)C(=CC=C1NC(CC1=CC(=CC=C1)Cl)=O)Cl